2-(2-amino-4-carboxyphenyl)benzothiazole NC1=C(C=CC(=C1)C(=O)O)C=1SC2=C(N1)C=CC=C2